7-(4-bromo-3-chloro-benzoyl)-2-[4-(cyclopropoxy)phenyl]-3-oxo-N-[(3-oxo-4H-1,4-benzoxazin-6-yl)methyl]-6,8-dihydro-5H-imidazo[1,5-a]pyrazine-1-carboxamide BrC1=C(C=C(C(=O)N2CC=3N(CC2)C(N(C3C(=O)NCC=3C=CC2=C(NC(CO2)=O)C3)C3=CC=C(C=C3)OC3CC3)=O)C=C1)Cl